CC1=C(C(=C(C1([Hf](C1(C=CC2=CC=3CCCC3C=C12)CC(C)C)(C)C)C)C)C)C Pentamethylcyclopentadienyl-dimethyl-(1-isobutyl-1,5,6,7-tetrahydro-s-indacenyl)hafnium